3-(bromomethyl)bicyclo[1.1.1]pentan-1-ol BrCC12CC(C1)(C2)O